4-(2-fluoro-6-methoxyphenyl)-2-(6-(trans-3-hydroxycyclopentyl)pyridin-2-yl)-2,3-dihydro-1H-pyrrolo[3,4-c]pyridin-1-one FC1=C(C(=CC=C1)OC)C1=NC=CC2=C1CN(C2=O)C2=NC(=CC=C2)[C@@H]2C[C@H](CC2)O